FC1=C(C=CC=C1S(=O)(=O)C)NC1=NC=C(C(=N1)C1=CNC2=C(C=CC=C12)NC([C@@H](COC)N1CCN(CC1)C)=O)C (R)-N-(3-(2-((2-fluoro-3-(methylsulfonyl)phenyl)amino)-5-methyl-pyrimidin-4-yl)-1H-indol-7-yl)-3-methoxy-2-(4-methylpiperazin-1-yl)propanamide